N1(N=CC=C1)C1=CC=C(C=C1)C=1NC(C2=CC=CC=C2C1Br)=O 3-(4-(1H-pyrazol-1-yl)phenyl)-4-bromoisoquinolin-1(2H)-one